(E)-1-(3-(tetrahydrothiophen-3-yl)oxy-4-difluoromethoxyphenylvinyl)-2,6-dimethylpyridin-4(1H)-one S1CC(CC1)OC=1C=C(C=CC1OC(F)F)/C=C/N1C(=CC(C=C1C)=O)C